C(OCC#C)([O-])=O racemic-propargyl carbonate